[Cl-].[Cl-].C[SiH](C)[Hf+](C1C=CC=2CCCCC12)C1C=CC=2CCCCC12.C[SiH](C)[Hf+](C1C=CC=2CCCCC12)C1C=CC=2CCCCC12 rac-dimethylsilylbis(4,5,6,7-tetrahydro-1-indenyl)hafnium (IV) dichloride